(E)-3,3-dimethylcyclohexenylacetaldehyde CC1(C=C(CCC1)CC=O)C